Methyl 4-(1-(6-(2,4-dioxo-1,2,3,4-tetrahydropyrimidin-5-yl)imidazo[1,2-b]pyridazin-8-yl)azetidin-3-yl)benzoate O=C1NC=C(C(N1)=O)C=1C=C(C=2N(N1)C=CN2)N2CC(C2)C2=CC=C(C(=O)OC)C=C2